N-(2-(Dimethylamino)ethyl)-6-ethyl-2-methyl-3-phenyl-3,6-dihydro-2H-1,2,6-thiadiazine-4-carboxamide 1,1-dioxide CN(CCNC(=O)C=1C(N(S(N(C1)CC)(=O)=O)C)C1=CC=CC=C1)C